3-(1,1,1,5,5,5-hexamethyl-3-((trimethylsilyl)oxy)trisiloxan-3-yl)propanoic acid C[Si](O[Si](O[Si](C)(C)C)(O[Si](C)(C)C)CCC(=O)O)(C)C